BrC1=CC=C(O1)CN(C(C1=C(C=CC=C1)Cl)=O)CC1=C(C=CC(=C1)Cl)N(S(=O)(=O)C=1C=CC2=C(C(=C(O2)C(=O)OCC)C)C1)CC ethyl 5-(N-(2-((N-((5-bromofuran-2-yl) methyl)-2-chlorobenzoylamino) methyl)-4-chlorophenyl)-N-ethylsulfamoyl)-3-methylbenzofuran-2-carboxylate